2-(4-(2-acetyl-5-chlorophenyl)-5-methoxy-2-oxopyridin-1(2H)-yl)-3-(1-cyclopropyl-1H-pyrazol-3-yl)-N-(quinoxalin-6-yl)propanamide C(C)(=O)C1=C(C=C(C=C1)Cl)C1=CC(N(C=C1OC)C(C(=O)NC=1C=C2N=CC=NC2=CC1)CC1=NN(C=C1)C1CC1)=O